C1(=CC=CC=C1)N(C(OC1=C(C=C(C=C1)C)C)=O)C1=CC=CC=C1 2,4-dimethylphenyl diphenylcarbamate